(9aR,10S)-10-((R)-(2,3-difluorophenyl)(4-fluorophenyl)methyl)-3,5-dioxo-3,5,8,9,9a,10-hexahydro-7H-pyrrolo[1',2':4,5]pyrazino[1,2-b]pyridazin-4-yl 2-methoxy-2-methylpropanoate COC(C(=O)OC1=C2N(N=CC1=O)[C@H]([C@@H]1N(C2=O)CCC1)[C@H](C1=CC=C(C=C1)F)C1=C(C(=CC=C1)F)F)(C)C